(E)-3-(2,2-difluorobenzo[d][1,3]dioxol-5-yl)-1-(4-(6-(2-hydroxypropan-2-yl)pyrimidine-4-carbonyl)-1,4-diazepan-1-yl)prop-2-en-1-one FC1(OC2=C(O1)C=CC(=C2)/C=C/C(=O)N2CCN(CCC2)C(=O)C2=NC=NC(=C2)C(C)(C)O)F